CC1(CC2C3(CCCC(CCC12)(C3)C)O[C@H](CO)CCC)C (2S)-2-((4,4,8-Trimethyltricyclo[6.3.1.02,5]dodecan-1-yl)oxy)pentan-1-ol